rac-3-isopropyl-1,4'-bipiperidine hydrochloride Cl.C(C)(C)[C@@H]1CN(CCC1)C1CCNCC1 |r|